OC1=C(C=CC=C1)C(C)(C)NC(OC(C)(C)C)=O t-butyl (2-(2-hydroxyphenyl)propan-2-yl)carbamate